OC[C@H]1N(C[C@@H]([C@H]([C@@H]1O)O)O)CC1CCN(CC1)C=1C=NC=CC1 (2R,3R,4R,5S)-2-(hydroxymethyl)-1-((1-(pyridin-3-yl)piperidin-4-yl)methyl)piperidine-3,4,5-triol